CN1N=NC(=C1NC(OC(C)C1=NC=CN=C1Cl)=O)C1=NC(=C(C=C1)NS(=O)(=O)C)C 1-(3-chloropyrazin-2-yl)ethyl (1-methyl-4-(6-methyl-5-(methylsulfonamido) pyridin-2-yl)-1H-1,2,3-triazol-5-yl)carbamate